1,3-Bis(2-ethylhexyl)-5-methylhexahydropyrimidin-5-amin C(C)C(CN1CN(CC(C1)(N)C)CC(CCCC)CC)CCCC